CN1N=C(C=C1C)NC1=NC=C(C(=N1)C1=CNC2=C(C=CC=C12)N1C(C2=CC=CC(=C2C1)C1=C(C=NC=C1)C)=O)C 2-(3-(2-((1,5-dimethyl-1H-pyrazol-3-yl)amino)-5-methylpyrimidin-4-yl)-1H-indol-7-yl)-4-(3-methylpyridin-4-yl)isoindolin-1-one